N-[(2-chloropyridin-4-yl)methyl]-2,4-dimethyl-7-oxo-6-(3,4,5-trichlorophenyl)-6-azabicyclo[3.2.1]oct-3-ene-8-carboxamide ClC1=NC=CC(=C1)CNC(=O)C1C2C(C=C(C1N(C2=O)C2=CC(=C(C(=C2)Cl)Cl)Cl)C)C